6-((1-(Cyclopropylsulfonyl)cyclopropyl)methyl)-1-methyl-N-(4-methylbenzyl)-7-oxo-4,5,6,7-tetrahydro-1H-pyrazolo[3,4-c]pyridine-3-carboxamide C1(CC1)S(=O)(=O)C1(CC1)CN1C(C2=C(CC1)C(=NN2C)C(=O)NCC2=CC=C(C=C2)C)=O